OC=1C=NC1 3-hydroxyazet